2-(4-chlorobenzoyl)-3-fluoro-5-[(1S)-1-hydroxy-1-(oxetan-4-yl)propyl]benzoic acid ClC1=CC=C(C(=O)C2=C(C(=O)O)C=C(C=C2F)[C@@](CC)(C2CCO2)O)C=C1